N1(CCNCC1)CCNC(N)=O 3-(2-(piperazin-1-yl)ethyl)urea